O=C1C[C@H](N(CC1)C(=O)OC(C)(C)C)C=1N=NN(C1)C[Si](C)(C)C tert-butyl (S)-4-oxo-2-[1-(trimethylsilylmethyl)triazol-4-yl]piperidine-1-carboxylate